(3S)-3-(5-(8-((2-isopropyl-5-methylcyclohexyl)oxy)oct-1-yn-1-yl)-4-oxo-2-(trifluoromethyl)quinazolin-3(4H)-yl)piperidine-2,6-dione C(C)(C)C1C(CC(CC1)C)OCCCCCCC#CC1=C2C(N(C(=NC2=CC=C1)C(F)(F)F)[C@@H]1C(NC(CC1)=O)=O)=O